C1(CC1)S(=O)(=O)N1N=CC(=C1)C1=NC=CC(=N1)C1(NC=C(C(=C1)NC1CCC(CC1)CN(C)C)C#CC=1C=NN(C1)C(F)F)N 2-(2-(1-(Cyclopropylsulfonyl)-1H-pyrazol-4-yl)pyrimidin-4-yl)-5-((1-(difluoromethyl)-1H-pyrazol-4-yl)ethynyl)-N4-((1s,4s)-4-((dimethylamino)methyl)cyclohexyl)pyridine-2,4-diamine